C(CCC)C1(CSC2=C(N(C1)C1=CC=C(C=C1)F)C=C(C(=C2)OC)I)CCCC 3,3-dibutyl-5-(4-fluorophenyl)-7-iodo-8-methoxy-2,3,4,5-tetrahydro-1,5-benzothiazepine